Cl.FC1=CC=C(C=C1)NC(=O)C1(CC1)C(=O)N 1-N'-(4-fluorophenyl)cyclopropane-1,1-dicarboxamide hydrochloride